(2,6-Dichloropyridin-4-yl)methyl (S)-2-amino-3-(6-oxo-1,6-dihydropyridin-2-yl)propanoate hydrochloride Cl.N[C@H](C(=O)OCC1=CC(=NC(=C1)Cl)Cl)CC=1NC(C=CC1)=O